NC(C(=O)NC=1N=C(SC1)C#C)=CC1=C(C=CC=C1)C#N (R)-2-amino-3-(2-cyanophenyl)-N-(2-ethynyl-thiazol-4-yl)acrylamide